C(C)OC(CC=O)=O.C(=O)CC(=O)OC methyl formylacetate ethyl-formylacetate